COC1=C(C=CC=C1)C1=NNC(O1)=O 5-(2-methoxyphenyl)-1,3,4-oxadiazol-2(3H)-one